[Rh].O water rhodium